CNCCC N-methyl-propane-1-amine